C1(=CC=CC=C1)C=1C=C2C(=NC1)NN=C2 5-phenyl-1H-pyrazolo[3,4-b]pyridin